1-[9-(4-chlorophenyl)-8-(6-cyano-3-pyridyl)-2-[(2-hydroxy-2-methyl-propyl)-methyl-amino]purin-6-yl]-4-methyl-piperidine-4-carboxamide ClC1=CC=C(C=C1)N1C2=NC(=NC(=C2N=C1C=1C=NC(=CC1)C#N)N1CCC(CC1)(C(=O)N)C)N(C)CC(C)(C)O